3-(4-Isobutyl-6-methylcyclohex-3-en-1-yl)propanal C(C(C)C)C1=CCC(C(C1)C)CCC=O